1,4-Bis(hydroxyDimethyl-Silyl)Benzene O[Si](C1=CC=C(C=C1)[Si](C)(C)O)(C)C